BrC1=C(C=CC=C1)CC(CNC(=O)C1(CN(CCS1(=O)=O)C(=O)OC(C)(C)C)F)=O tert-butyl 2-[[3-(2-bromophenyl)-2-oxopropyl]carbamoyl]-2-fluoro-1,1-dioxo-1λ6-thiomorpholine-4-carboxylate